ethyl trifluoromethanesulfonate (triflate) OS(=O)(=O)C(F)(F)F.FC(S(=O)(=O)OCC)(F)F